COC(C(=O)OC)C(COC)=O methyl 2,4-dimethoxy-3-oxobutanoate